2-(N-ethyl-(phenyl)amino)ethanol C(C)N(CCO)C1=CC=CC=C1